2-{3-[(2R,6S)-2,6-Dimethylmorpholin-4-carbonyl]-5,6-dihydrocyclopenta[c]pyrazol-1(4H)-yl}-1-[4-(3-methoxyphenyl)piperidin-1-yl]ethan-1-on C[C@@H]1CN(C[C@@H](O1)C)C(=O)C=1C2=C(N(N1)CC(=O)N1CCC(CC1)C1=CC(=CC=C1)OC)CCC2